C(C)(C)(C)N1N=NC(=C1)C(=O)NC1C2=C(CN(CC1)CC)C=C(C=C2)C2=NC(=NC=C2)NC=2C=NN(C2)C 1-(tert-butyl)-N-(2-ethyl-8-(2-((1-methyl-1H-pyrazol-4-yl)amino)pyrimidin-4-yl)-2,3,4,5-tetrahydro-1H-benzo[c]azepin-5-yl)-1H-1,2,3-triazole-4-carboxamide